acetic acid ammonia salt N.C(C)(=O)O